C(C)(=O)O.C(C)(=O)O.N(=[N+]=[N-])[C@@H]1[C@H](C(O[C@@H]1COC(C1=CC=CC=C1)=O)CC(=O)O)CC(=O)O (3R,4R,5S)-4-azido-5-((benzoyloxy)methyl)tetrahydrofuran-2,3-diacetic acid diacetate